C(C=CC=CCCCCCCCCCCCCCCCCC)(=O)O Docosa-dienoic Acid